Bis(2-aminoethyl)dimethyl-tin NCC[Sn](C)(C)CCN